CSC(C(=O)[O-])(C)CCC methylthio-2-methyl-ethyl-propionate